C(C1=CC=CC=C1)OC1[C@@H]2[C@H](N([C@H](C1)CC2)C(N(C2=CC=CC=C2)C2=CC=CC=C2)=O)C(=O)O (1S,3S,4S)-5-(benzyloxy)-2-(diphenyl-carbamoyl)-2-azabicyclo[2.2.2]octane-3-carboxylic acid